F[C@@H]1CN(C[C@H](C1)NC1=NC=2N(C(C=NC2C=N1)=O)C(C)C)C(=O)OCC1=CC=CC=C1 Benzyl (3S,5S)-3-fluoro-5-((8-isopropyl-7-oxo-7,8-dihydropteridin-2-yl)amino)piperidine-1-carboxylate